OCCNC(C1=CC=C(C=C1)NC1=NC=C(C(=N1)N1OCCC1C1=CC=CC=C1)C(F)(F)F)=O N-(2-hydroxyethyl)-4-((4-(3-phenylisooxazolidin-2-yl)-5-(trifluoromethyl)pyrimidin-2-yl)amino)benzamide